6-((1R,3s,5S)-8-((2-methyl-6-(trifluoromethyl)pyridin-3-yl)sulfonyl)-8-azabicyclo[3.2.1]oct-3-yl)-2-oxa-6-azaspiro[3.3]heptane CC1=NC(=CC=C1S(=O)(=O)N1[C@H]2CC(C[C@@H]1CC2)N2CC1(COC1)C2)C(F)(F)F